C(#C)C1=CC(=C(C#N)C=C1F)F 4-ethynyl-2,5-difluorobenzonitrile